(1S,2S,3R,4R)-3-(3'-aminocarbonyl-4',6-difluoro-4-methoxy-[1,1'-biphenyl]-3-carboxamido)-5-(difluoromethylene)bicyclo[2.2.1]heptane-2-carboxylic acid NC(=O)C=1C=C(C=CC1F)C1=CC(=C(C=C1F)OC)C(=O)N[C@H]1[C@H]([C@@H]2CC([C@H]1C2)=C(F)F)C(=O)O